(S,E)-6-(4-amino-5-methoxypyrimidin-2-yl)-7-fluoro-2-(4-((6-oxo-5-(trifluoromethyl)-1,6-dihydropyridazin-4-yl)amino)pent-2-en-1-yl)isoquinolin-1(2H)-one NC1=NC(=NC=C1OC)C=1C=C2C=CN(C(C2=CC1F)=O)C\C=C\[C@H](C)NC=1C=NNC(C1C(F)(F)F)=O